CN(C(=O)NCC(=O)N1[C@@H](C[C@H](C1)F)C(=O)N[C@@H](C1=CC=CC=C1)C1=CC(=C(C=C1)C(C)C)F)C (2S,4R)-1-{2-[(dimethylcarbamoyl)amino]acetyl}-4-fluoro-N-[(S)-[3-fluoro-4-(propan-2-yl)phenyl](phenyl)methyl]pyrrolidine-2-carboxamide